C(C)(=O)C=1C=C(C=C(C1)OC)C#CC1=NN(C2=NC=NC(=C21)N)[C@@H]2CN(CC2)C(C=C)=O (S)-1-(3-(3-((3-acetyl-5-methoxyphenyl)ethynyl)-4-amino-1H-pyrazolo[3,4-d]pyrimidin-1-yl)pyrrolidin-1-yl)prop-2-en-1-one